N-[4-(aminothioformylamino)phenyl]acetamide NC(=S)NC1=CC=C(C=C1)NC(C)=O